C1(CC1)[C@]1(C(N(C[C@H]1C)C=1C=2N(N=CC1)C=C(C2)N2N=C(N=C2)C)=O)C#N (3R,4S)-3-cyclopropyl-4-methyl-1-[6-(3-methyl-1,2,4-triazol-1-yl)pyrrolo[1,2-b]pyridazin-4-yl]-2-oxopyrrolidine-3-carbonitrile